7-(6-methylpyridazin-3-yl)-4-oxo-3,4-dihydroquinazolin CC1=CC=C(N=N1)C1=CC=C2C(NC=NC2=C1)=O